COC1=C(C2=C(C=N1)C=NN2C)NS(=O)(=O)C=2C=NNC2 N-(6-METHOXY-1-METHYL-1H-PYRAZOLO[4,3-C]PYRIDIN-7-YL)-1H-PYRAZOLE-4-SULFONAMIDE